(S)-6-(4-carbamoyl-3-fluorophenyl)-N-(2-methyl-5-(2-(2-methylpyrrolidin-1-yl)acetamido)pyridin-3-yl)pyrazolo[1,5-a]pyrazine-3-carboxamide C(N)(=O)C1=C(C=C(C=C1)C=1N=CC=2N(C1)N=CC2C(=O)NC=2C(=NC=C(C2)NC(CN2[C@H](CCC2)C)=O)C)F